CC=1C=C(OCC[C@@H](\C=C\C=C/C=C/[C@@H](CCOC2=CC=C(C=C2)C)O)O)C=CC1 (3S,4E,6Z,8E,10R)-1-(3-methylphenoxy)-12-(4-methylphenoxy)dodeca-4,6,8-triene-3,10-diol